C(C)(C)(C)C1=CC(=CC=C1O)C 6-tert-butyl-4-methyl-phenol